CC1=NOC(=C1C1=CC(=C2C=3N([C@H](COC31)C3=NC=CC=C3)C(N2)=O)C2=CC(=NC=C2)O)C (4S)-7-(3,5-dimethylisoxazol-4-yl)-9-(2-hydroxypyridin-4-yl)-4-pyridin-2-yl-4,5-dihydroimidazo[1,5,4-de][1,4]benzoxazin-2(1H)-one